COC1(CC=CC(=C1C1=C(C=CC=C1)P(C(C)C)C(C)C)P(C(C)C)C(C)C)OC (S)-(6,6-Dimethoxybiphenyl-2,2'-diyl)bis(diisopropylphosphine)